C(C)(C)(C)OC(=O)N[C@H](C(C#N)NC1=C(C(=O)OC)C=C(C=C1)C=1C=NC(=CC1)C)CC1=CNC2=CC=CC=C12 methyl 2-(((2S)-2-((tert-butoxycarbonyl)amino)-1-cyano-3-(1H-indol-3-yl)propyl)amino)-5-(6-methylpyridin-3-yl)benzoate